(S)-5-benzyl-N-(5-methyl-7-(3-morpholino-3-oxopropyl)-4-oxo-2,3,4,5-tetrahydrobenzo[b][1,4]oxazepin-3-yl)-1H-1,2,4-triazole-3-carboxamide C(C1=CC=CC=C1)C1=NC(=NN1)C(=O)N[C@@H]1C(N(C2=C(OC1)C=CC(=C2)CCC(=O)N2CCOCC2)C)=O